(3-(naphthalen-1-yl)phenyl)boric acid C1(=CC=CC2=CC=CC=C12)C=1C=C(C=CC1)OB(O)O